N1N=CC2=CC(=CC=C12)N1C(=NC=2C1=NC(=CC2)C(F)(F)F)C(F)(F)F 3-(1H-Indazol-5-yl)-2,5-bis(trifluoromethyl)imidazo[4,5-b]pyridin